Cl.FC1=C(C=CC(=C1)C(C)C)CN 1-(2-fluoro-4-isopropylphenyl)methylamine hydrochloride